FC(CN1CC=2NC3=CC=CC=C3C2CC1C)(C)C 2-(2-fluoro-2-methyl-propyl)-3-methyl-2,3,4,9-tetrahydro-1H-β-carboline